(1R,3S)-3-(5-(3-(3-(benzyloxy)-2-(1,3-dioxolan-2-yl)phenyl)-2,5-dihydro-1H-pyrrole-1-carboxamido)-1-(tert-butyl)-1H-pyrazol-3-yl)cyclopentyl isopropylcarbamate C(C)(C)NC(O[C@H]1C[C@H](CC1)C1=NN(C(=C1)NC(=O)N1CC(=CC1)C1=C(C(=CC=C1)OCC1=CC=CC=C1)C1OCCO1)C(C)(C)C)=O